6-chloro-5'-(5-chloro-2-methylphenyl)-2'-(4-ethoxy-2-methoxyphenyl)-3'-isopropyl-3'H-spiro[indoline-3,4'-pyrrolo[3,4-d]imidazole]-2,6'(5'H)-dione ClC1=CC=C2C(=C1)NC(C21N(C(C=2N=C(N(C21)C(C)C)C2=C(C=C(C=C2)OCC)OC)=O)C2=C(C=CC(=C2)Cl)C)=O